BrC=1C=2C3=C(N=C(C2C=CC1)N)OCC3 9-bromo-1,2-dihydrofuro[2,3-C]isoquinolin-5-amine